benzyl ((S)-1-(((S)-3-cyclopropyl-1-oxo-1-(((S)-1-oxo-3-((S)-2-oxopyrrolidin-3-yl)propan-2-yl)amino)propan-2-yl)amino)-3-(naphthalen-1-yl)-1-oxopropan-2-yl)carbamate C1(CC1)C[C@@H](C(N[C@H](C=O)C[C@H]1C(NCC1)=O)=O)NC([C@H](CC1=CC=CC2=CC=CC=C12)NC(OCC1=CC=CC=C1)=O)=O